titanium-silicon iron [Fe].[Si].[Ti]